5-(4-chlorobenzyl)-2-(2-(difluoromethyl)pyridin-4-yl)-8-isopropyl-2,5,8-triazaspiro[3.5]nonane-6,9-dione ClC1=CC=C(CN2C3(CN(C3)C3=CC(=NC=C3)C(F)F)C(N(CC2=O)C(C)C)=O)C=C1